O1CCN(CC1)CC1C[C@H]2CC[C@@H](C1)N2C(=O)OC(C)(C)C tert-Butyl (1R,3s,5S)-3-(morpholinomethyl)-8-azabicyclo[3.2.1]octane-8-carboxylate